(R)-N2-(5-((+)-1-amino-1-(3-cyanophenyl)-3-cyclopropyl-propyl)-2-fluorophenyl)-N1-(5-chloropyridin-2-yl)pyrrolidine-1,2-dicarboxamide NC(CCC1CC1)(C1=CC(=CC=C1)C#N)C=1C=CC(=C(C1)NC(=O)[C@@H]1N(CCC1)C(=O)NC1=NC=C(C=C1)Cl)F